BrC=1C=C2C3(NC(C2=CC1)=O)CC3 5'-bromospiro[cyclopropane-1,3'-isoindolin]-1'-one